4-(5-fluoropyrimidin-2-yl)phenol FC=1C=NC(=NC1)C1=CC=C(C=C1)O